NC[C@H](F)C=1C=CC(=NC1)C1=C(C=C(C#N)C=C1)OC=1N(N=C(C1)C1CCOCC1)C 4-[5-[(1R)-2-amino-1-fluoroethyl]pyridin-2-yl]-3-[2-methyl-5-(oxan-4-yl)pyrazol-3-yl]oxybenzonitrile